2-((6-(2-chloro-3-(3-chloro-2-(4-((((1s,4s)-4-hydroxycyclohexyl)amino)methyl)-3-methoxyphenyl)pyridin-4-yl)phenyl)-2-methoxypyridin-3-yl)methyl)-2,6-diazaspiro[3.4]octan-7-one ClC1=C(C=CC=C1C1=C(C(=NC=C1)C1=CC(=C(C=C1)CNC1CCC(CC1)O)OC)Cl)C1=CC=C(C(=N1)OC)CN1CC2(C1)CNC(C2)=O